methyl-2-(6-methylhepta-1,5-dien-2-yl)cyclopropane CC1C(C1)C(=C)CCC=C(C)C